N,N-diethyl-2-acrylamide CCN(CC)C(=O)C=C